The molecule is an N,N-dihydroxy-L-polyhomomethionine in which there are four methylene groups between the alpha-carbon and sulfur atoms. It is a N,N-dihydroxy-L-polyhomomethionine and a N,N-dihydroxydihomomethionine. It is a conjugate acid of a N,N-dihydroxy-L-dihomomethioninate. CSCCCC[C@@H](C(=O)O)N(O)O